(S)-7-(1-(4-amino-3-(3-fluoro-4-isopropoxyphenyl)-1H-pyrazolo[3,4-d]pyrimidin-1-yl)ethyl)-3-methyl-6-phenyl-5H-thiazolo[3,2-a]pyrimidin-5-one NC1=C2C(=NC=N1)N(N=C2C2=CC(=C(C=C2)OC(C)C)F)[C@@H](C)C=2N=C1N(C(C2C2=CC=CC=C2)=O)C(=CS1)C